2-(1-hydroxycyclopropyl)acetic acid OC1(CC1)CC(=O)O